1-methyl-4-(1-methyl-3-{[4-(3-methylquinolin-2-yl)phenoxy]methyl}-1H-pyrazol-4-yl)pyridin-2(1H)-one CN1C(C=C(C=C1)C=1C(=NN(C1)C)COC1=CC=C(C=C1)C1=NC2=CC=CC=C2C=C1C)=O